7-(2-((2,3-dihydrobenzofuran-7-yl)amino)-5-methylpyrimidin-4-yl)-2-(5-fluoro-2-(hydroxymethyl)benzyl)-3,4-dihydropyrrolo[1,2-a]pyrazine-1(2H)-one O1CCC2=C1C(=CC=C2)NC2=NC=C(C(=N2)C=2C=C1N(CCN(C1=O)CC1=C(C=CC(=C1)F)CO)C2)C